di-(3,4-dimethyl-benzylidene)sorbitol CC=1C=C(C=C([C@H]([C@H]([C@@H]([C@H](C(O)=CC2=CC(=C(C=C2)C)C)O)O)O)O)O)C=CC1C